C(C1=CC=CC=C1)C(C(=O)NC=1C=NC2=C(C=CC=C2C1)F)(CC#CC)C 2-benzyl-N-(8-fluoro-3-quinolyl)-2-methyl-hex-4-ynamide